4-Ethyl-1-(1-((2-(trimethylsilyl)ethoxy)methyl)-1H-pyrazol-3-yl)-1H-pyrazole C(C)C=1C=NN(C1)C1=NN(C=C1)COCC[Si](C)(C)C